ClC=1C(N(C(=CC1OCC1=C(C=C(C=C1)F)F)C)C=1C=C(C(=O)NC(CO)CO)C=CC1F)=O 3-[3-chloro-4-[(2,4-difluorobenzyl)oxy]-6-methyl-2-oxopyridin-1(2H)-yl]-4-fluoro-N-[2-hydroxy-1-(hydroxymethyl)ethyl]benzamide